Natrium-Kalium [K].[Na]